C(C)(C)NC(C)=NC(C)C N,N'-bisisopropylacetamidine